NCC1=CC(=CC(=N1)N1CCN(CC1)C(=O)C1=C(C=C(C=C1)F)Cl)S(=O)(=O)CC(C)(C)C [4-[6-(aminomethyl)-4-(2,2-dimethylpropylsulfonyl)-2-pyridyl]piperazin-1-yl]-(2-chloro-4-fluoro-phenyl)methanone